2-((4-(((S)-2-hydroxy-1-phenylethyl)amino)-5-(3,8-dioxa-1-azaspiro[4.5]dec-1-en-2-yl)pyridin-2-yl)amino)-7-methyl-6,7-dihydro-5H-pyrrolo[3,4-b]pyridin-5-one OC[C@H](C1=CC=CC=C1)NC1=CC(=NC=C1C1=NC2(CO1)CCOCC2)NC2=CC=C1C(=N2)C(NC1=O)C